I(=O)(=O)(=O)[O-].[Fe+2].I(=O)(=O)(=O)[O-] iron periodate salt